5-chloro-6-methyl-2-oxo-2H-[1,2'-bipyridine]-3-carboxamide ClC=1C=C(C(N(C1C)C1=NC=CC=C1)=O)C(=O)N